ClC1=NC(=CC(=C1[N+](=O)[O-])OC)C 2-Chloro-4-methoxy-6-methyl-3-nitropyridine